7-(3-hydroxy-2,6-dimethylphenyl)-1-methyl-indazole-5-carboxamide OC=1C(=C(C(=CC1)C)C=1C=C(C=C2C=NN(C12)C)C(=O)N)C